FC1=C(C=CC(=C1)[N+](=O)[O-])C(C(=O)N)=C (2-fluoro-4-nitrophenyl)acrylamide